BrC=1C=C(C=CC1)[C@@H](C)NC1=NC(=NC2=CC(=C(C=C12)OC)OCCCCCCCC(=O)N[C@@H]1C(NC(CC1)=O)=O)C 8-((4-(((R)-1-(3-Bromophenyl)ethyl)amino)-6-methoxy-2-methylquinazolin-7-yl)oxy)-N-((S)-2,6-dioxopiperidin-3-yl)octanamide